[1,3-bis(2,6-diisopropylphenyl)imidazol-2-ylidene]triphenylphosphine nickel (II) dichloride [Ni](Cl)Cl.C(C)(C)C1=C(C(=CC=C1)C(C)C)N1C(N(C=C1)C1=C(C=CC=C1C(C)C)C(C)C)=P(C1=CC=CC=C1)(C1=CC=CC=C1)C1=CC=CC=C1